13-(9H-Fluoren-9-yl)-11-oxo-4,7,12-trioxa-10-azatridecanoic acid C1=CC=CC=2C3=CC=CC=C3C(C12)COC(NCCOCCOCCC(=O)O)=O